oxo-tridecanoic acid O=C(C(=O)O)CCCCCCCCCCC